COC=1C=CC(=NC1)C=1N=C(SC1)NC1=NC=C(C=C1)C1CCN(CC1)C 4-(5-methoxypyridin-2-yl)-N-(5-(1-methylpiperidin-4-yl)pyridin-2-yl)thiazol-2-amine